[N+](=O)([O-])C1=C(C(=O)N2C(=CC=C2)C(=O)CC=O)C=CC=C1 1-(2-nitrobenzoyl)-1H-pyrrole-2-carbonyl-acetaldehyde